N-{1-[(2-fluorophenyl)methyl]piperidin-4-yl}-3-[6-(4-methylpiperazin-1-yl)-[1,2,4]triazolo[4,3-b]pyridazin-3-yl]propanamide FC1=C(C=CC=C1)CN1CCC(CC1)NC(CCC1=NN=C2N1N=C(C=C2)N2CCN(CC2)C)=O